(R)-2-((2-(4-(5-chloropyrimidin-2-yl)piperazin-1-yl)ethyl)(methyl)amino)-4-((1-(hydroxymethyl)cyclobutyl)amino)-6,7-dihydrothieno[3,2-d]pyrimidine 5-oxide ClC=1C=NC(=NC1)N1CCN(CC1)CCN(C=1N=C(C2=C(N1)CC[S@]2=O)NC2(CCC2)CO)C